(1R,2S)-2-(3-{[5-(Ethanesulfonyl)-3-ethoxypyridin-2-yl]amino}-1H-indazol-6-yl)-5'-methoxy-1'H-spiro[cyclopropane-1,3'-indol]-2'-one C(C)S(=O)(=O)C=1C=C(C(=NC1)NC1=NNC2=CC(=CC=C12)[C@@H]1C[C@@]12C(NC1=CC=C(C=C21)OC)=O)OCC